4-((2-(1H-tetrazol-5-yl)pyrimidin-5-yl)methyl)-9-chloro-7-(4,5-difluoro-1H-indol-1-yl)-2,3,4,5-tetrahydrobenzo[f][1,4]oxazepine N1N=NN=C1C1=NC=C(C=N1)CN1CCOC2=C(C1)C=C(C=C2Cl)N2C=CC1=C(C(=CC=C21)F)F